(S)-4-(4-(2-(aminooxy)-3-(t-butoxy)-3-oxopropoxy)phenyl)-2-(2-azidoethyl)-1-(3-((t-butoxycarbonyl)amino)propyl)-1H-pyrazol-2-ium NO[C@@H](COC1=CC=C(C=C1)C=1C=[N+](N(C1)CCCNC(=O)OC(C)(C)C)CCN=[N+]=[N-])C(=O)OC(C)(C)C